(4-chloro-2-oxo-3H-1,3-benzothiazol-7-yl) acetate C(C)(=O)OC1=CC=C(C=2NC(SC21)=O)Cl